NC(C#N)C=1C=NC=C(C1)Cl 2-amino-2-(5-chloropyridin-3-yl)acetonitrile